(R)-1-(6-((S)-2-Amino-2-[2-(benzo[d]isoxazol-3-yl)phenyl]ethyl)pyridine-2-yl)pyrrolidin-3-ol N[C@@H](CC1=CC=CC(=N1)N1C[C@@H](CC1)O)C1=C(C=CC=C1)C1=NOC2=C1C=CC=C2